FC=1C(=NC(=CC1C(=O)OC)C)C=1C=NC=CC1OC methyl 3-fluoro-4'-methoxy-6-methyl-[2,3'-bipyridine]-4-carboxylate